CC=1C=C(C=CC1NC1=CC2=C(N(C=N2)C)C=C1)N1CC(C1)(O)C(F)(F)F 1-[3-Methyl-4-[(1-methylbenzimidazol-5-yl)amino]phenyl]-3-(trifluoromethyl)azetidin-3-ol